3-benzyl-1-(trans-4-((5-cyano-4-((2-hydroxybutyl)amino)pyrimidin-2-yl)amino)cyclohexyl)-1-(5-(1-methyl-1H-pyrazol-4-yl)pyridin-2-yl)urea C(C1=CC=CC=C1)NC(N(C1=NC=C(C=C1)C=1C=NN(C1)C)[C@@H]1CC[C@H](CC1)NC1=NC=C(C(=N1)NCC(CC)O)C#N)=O